4-((3s,4s)-3-amino-4-fluoropiperidin-1-yl)-5-fluoro-2,3-dimethyl-1H-indole-7-carboxamide hydrochloride Cl.N[C@H]1CN(CC[C@@H]1F)C1=C2C(=C(NC2=C(C=C1F)C(=O)N)C)C